BrC1=CC2=C(N=CN=C2N2CCC(CC2)OC)S1 6-bromo-4-(4-methoxypiperidin-1-yl)thieno[2,3-d]pyrimidine